ClC1=CC=CC=2NC3=CC(=CC=C3C(C12)(C)C)CC(F)(F)F 1-Chloro-9,9-dimethyl-6-(2,2,2-trifluoroethyl)-9,10-dihydroacridine